N-Butyl-BenzeneSulfonamide C(CCC)NS(=O)(=O)C1=CC=CC=C1